4-(2-hydroxy-3-methoxyphenyl)-3-(3-hydroxy-4-methoxybenzylidene)dihydrofuran-2(3H)-one OC1=C(C=CC=C1OC)C1C(C(OC1)=O)=CC1=CC(=C(C=C1)OC)O